N[C@@H](CO)C(=[Se])O selenoserine